N4-(7-fluoro-8-methylcinnolin-4-yl)-N2-(4-(4-methyl-piperazin-1-yl)-phenyl)-pyrimidine-2,4-diamine FC1=CC=C2C(=CN=NC2=C1C)NC1=NC(=NC=C1)NC1=CC=C(C=C1)N1CCN(CC1)C